4-benzyl-6-methoxy-5-oxo-4,5-dihydropyrazine-2-carboxylic acid C(C1=CC=CC=C1)N1C=C(N=C(C1=O)OC)C(=O)O